(R)-2-Acetamido-3-(methylthio)-N-phenylpropanamide C(C)(=O)N[C@H](C(=O)NC1=CC=CC=C1)CSC